4-(Imidazo[1,2-a]pyridin-3-yl)-5-methyl-N-(6-(piperazin-1-yl)pyridin-3-yl)pyrimidin-2-amine N=1C=C(N2C1C=CC=C2)C2=NC(=NC=C2C)NC=2C=NC(=CC2)N2CCNCC2